C(C)(C)(C)NC(=O)C1=NC=CC(=C1)NC(CC1=C(C(=CC=C1)F)F)=O N-tert-butyl-4-[[2-(2,3-difluorophenyl)acetyl]amino]pyridine-2-carboxamide